FC1=CC=C(C=C1)[C@H]1[C@@H](C1)NCCC[C@@H](C(=O)N1CCC(CC1)O)NC(C1=CC=C(C=C1)N1N=NN=C1)=O N-[(2S)-5-[[(1R,2S)-2-(4-Fluorophenyl)cyclopropyl]amino]-1-(4-hydroxypiperidin-1-yl)-1-oxopentan-2-yl]-4-(1H-1,2,3,4-tetrazol-1-yl)benzamide